N-[4-[[(1S,3S)-3-aminocyclopentyl]carbamoyl]-3-chloro-phenyl]-5-[1-(5-amino-2-pyridyl)-3-(trifluoromethyl)pyrazol-4-yl]-1-methylimidazole-2-carboxamide N[C@@H]1C[C@H](CC1)NC(=O)C1=C(C=C(C=C1)NC(=O)C=1N(C(=CN1)C=1C(=NN(C1)C1=NC=C(C=C1)N)C(F)(F)F)C)Cl